C(C(=C)C)(=O)OCCOC1=CC=C(C(=O)C2=CC=C(C=C2)OC)C=C1 4-methacryloxyethoxy-4'-methoxybenzophenone